FC(COC=1C=C(C(=O)O)C=CC1C1=CN(C2=NC=C(C=C21)C=2C(=NOC2C)C)C=2C(=NN(C2)C(F)F)C)F 3-(2,2-difluoroethoxy)-4-(1-(1-(difluoromethyl)-3-methyl-1H-pyrazol-4-yl)-5-(3,5-dimethylisoxazol-4-yl)-1H-pyrrolo[2,3-b]pyridin-3-yl)benzoic acid